COC1=CC(=C(C(=O)OC)C=C1OC)NC(N[C@@H](C)C=1N(N=CN1)C1=NC=CC=N1)=O methyl 4,5-dimethoxy-2-[[(1S)-1-(2-pyrimidin-2-yl-1,2,4-triazol-3-yl)ethyl]carbamoylamino]benzoate